C(C)OC(=O)C=1NC2=C(C=CC(=C2C1)NC1=CC(=C(C=C1)F)Br)F 4-((3-bromo-4-fluorophenyl)amino)-7-fluoro-1H-indole-2-carboxylic acid ethyl ester